tert-butyl (6R)-6-(2-((5-(4-(2,6-dioxopiperidin-3-yl)phenoxy)pentyl)oxy)pyridin-4-yl)-4-azaspiro[2.4]heptane-4-carboxylate O=C1NC(CCC1C1=CC=C(OCCCCCOC2=NC=CC(=C2)[C@@H]2CN(C3(CC3)C2)C(=O)OC(C)(C)C)C=C1)=O